(4-(2-(2,6-Dioxopiperidin-3-yl)-1-oxoisoindolin-4-yl)but-3-yn-1-yl)-6-methyl-5-(4,4,5,5-tetramethyl-1,3,2-dioxaborolan-2-yl)picolinamide O=C1NC(CCC1N1C(C2=CC=CC(=C2C1)C#CCCC=1C(=NC(=C(C1)B1OC(C(O1)(C)C)(C)C)C)C(=O)N)=O)=O